OCC1(CC1)S(=O)(=O)NC=1SC=CN1 1-(hydroxymethyl)-N-(thiazol-2-yl)cyclopropane-1-sulfonamide